C(#N)C1=CC=C(C=C1)CCN([C@@H]1C=2C=CC(=NC2CCC1)C#N)CCC1=C(C=CC=C1)OC (5S)-5-{[2-(4-cyanophenyl)ethyl][2-(2-methoxyphenyl)ethyl]amino}-5,6,7,8-tetrahydroquinoline-2-carbonitrile